C(C)(C)NC(O[C@@H]1CO[C@@H](C1)C1=CC(=NN1)NC1=CC2=C(CS(C2)(=O)=O)C=C1)=O |r| racemic-cis-5-(3-((2,2-dioxido-1,3-dihydrobenzo[c]thiophen-5-yl)amino)-1H-pyrazol-5-yl)tetrahydrofuran-3-yl isopropylcarbamate